C1(CC1)[C@H](C1=CC=2N(N=C1)C=C(N2)[C@H](C2CCC(CC2)(F)F)NC(OC(C)(C)C)=O)NC(C(CC2CC2)(F)F)=O tert-butyl ((S)-(7-((R)-cyclopropyl(3-cyclopropyl-2,2-difluoropropanamido)methyl)imidazo[1,2-b]pyridazin-2-yl)(4,4-difluorocyclohexyl)methyl)carbamate